O1COC=2C(=NC=CC21)CN2[C@H](C[C@@H](C2)F)C(=O)NC2=CC=C(C=C2)C2(CC2)C(=O)O 1-(4-((2R,4S)-1-([1,3]dioxolo[4,5-c]pyridin-4-ylmethyl)-4-fluoropyrrolidine-2-carboxamido)phenyl)cyclopropane-1-carboxylic acid